2H,3H,4H,5H-pyrido[3,2-b][1,4]oxazepine-4-one hydrochloride Cl.O1C2=C(NC(CC1)=O)N=CC=C2